O=C(C[C@@H]1CCCO1)N1CCN(CC1)C1=NC=C(C=N1)C(F)(F)F (2s,5s)-5-(2-oxo-2-[4-[5-(trifluoromethyl)pyrimidin-2-yl]piperazin-1-yl]ethyl)oxolan